Piperazine-1-Carbonyl[Phenyl]-5-[1-(6-Chloro-3-Pyridyl)-3-(Trifluoromethyl)Pyrazol-4-yl]-1-Methyl-Imidazole-2-Carboxamide N1(CCNCC1)C(=O)NC(=O)C=1N(C(=C(N1)C1=CC=CC=C1)C=1C(=NN(C1)C=1C=NC(=CC1)Cl)C(F)(F)F)C